ONC(=N)C1=CC=C(C=C1)CN(C(=O)NC)OC 1-[[4-(N-hydroxycarbamimidoyl)phenyl]methyl]-1-methoxy-3-methyl-urea